1-((1-(4-((2,6-dioxopiperidin-3-yl)amino)phenyl)piperidin-4-yl)methyl)piperidine-4-carboxylic acid O=C1NC(CCC1NC1=CC=C(C=C1)N1CCC(CC1)CN1CCC(CC1)C(=O)O)=O